5-(4-bromo-phenyl)-5,5-difluoro-valeronitrile BrC1=CC=C(C=C1)C(CCCC#N)(F)F